CC1=C(C=C(C=C1)NC(=O)N1C2CCCC1(C2)C(=O)OC)C2=NN1C(C=N2)=CC=C1 methyl 6-((4-methyl-3-(pyrrolo[2,1-f][1,2,4]triazin-2-yl)phenyl)carbamoyl)-6-azabicyclo[3.1.1]heptane-1-carboxylate